OCCC(C)(CCO)CCO trishydroxyethyl-ethane